Cl.CC1=C(C(=O)O)C(=CC=C1)C 2,6-dimethylbenzoic acid hydrochloride